1-[4-({3-methyl-4-[(1-methyl-1,3-benzodiazol-5-yl)oxy]phenyl}amino)pyrido[3,2-d]pyrimidin-6-yl]-3-methylidenepiperidin-2-one CC=1C=C(C=CC1OC1=CC2=C(N(C=N2)C)C=C1)NC=1C2=C(N=CN1)C=CC(=N2)N2C(C(CCC2)=C)=O